ClC=1C(=NN(C1)C(=O)N1CCN(CC1)CC1=C(C=C(C=C1)C(F)(F)F)N1CCCC1)C(=O)O 4-chloro-1-(4-(2-(pyrrolidin-1-yl)-4-(trifluoromethyl)benzyl)piperazine-1-carbonyl)-1H-pyrazole-3-carboxylic acid